3',3'-dimethyl-6-nitro-spiro[chromene-2,2'-indoline] CC1(C2(NC3=CC=CC=C13)OC1=CC=C(C=C1C=C2)[N+](=O)[O-])C